α,α-diphenyl-β-propiolactone C1(=CC=CC=C1)C1(C(=O)OC1)C1=CC=CC=C1